CSC1=CC=C(C=C1)C1=C(C(OC1)=O)C1=CC=CC=C1 4-[4-(methylsulfanyl)phenyl]-3-phenyl-2(5H)-furanone